2-(7-Chloro-8-fluoro-2-(((2R,7aS)-2-fluorotetrahydro-1H-pyrrolizin-7a(5H)-yl)methoxy-d2)pyrido[4,3-d]pyrimidin-4-yl)-8-fluoro-5-oxa-2-azabicyclo[5.1.0]octane ClC1=C(C=2N=C(N=C(C2C=N1)N1C2C(C2COCC1)F)OC([2H])([2H])[C@]12CCCN2C[C@@H](C1)F)F